2-(4-Bromo-3,5-dimethylthiophen-2-yl)-6-fluoro-1,2,3,4-tetrahydroisoquinoline BrC=1C(=C(SC1C)N1CC2=CC=C(C=C2CC1)F)C